(1S,2S)-N-[7-chloro-6-[4-((3S,4S)-4-fluoro-3-methyl-tetrahydrofuran-3-yl)piperazin-1-yl]-3-isoquinolyl]-2-tetrahydropyran-4-yl-cyclopropanecarboxamide ClC1=C(C=C2C=C(N=CC2=C1)NC(=O)[C@@H]1[C@@H](C1)C1CCOCC1)N1CCN(CC1)[C@]1(COC[C@H]1F)C